[(2R,5S)-4-[5-chloro-4-[[(1R)-1-(2,4-dichlorophenyl)ethyl]amino]pyrimidin-2-yl]-2,5-dimethyl-piperazin-1-yl]-[(2R)-pyrrolidin-2-yl]methanone ClC=1C(=NC(=NC1)N1C[C@H](N(C[C@@H]1C)C(=O)[C@@H]1NCCC1)C)N[C@H](C)C1=C(C=C(C=C1)Cl)Cl